FC1=C(C=CC(=C1)F)C1=CC(=CC(=C1)OC)[C@H](CC(=O)[O-])NC(=O)NC=1C(N(C=CC1[O-])C)=O.[Na+].[Na+] Natrium (S)-3-(2',4'-Difluoro-5-methoxybiphenyl-3-yl)-3-(3-(1-methyl-4-oxido-2-oxo-1,2-dihydropyridin-3-yl)ureido)propanoat